(2E)-1-(2,2-dimethyl-6-benzylidenecyclohexyl)-2-buten-1-one CC1(C(C(CCC1)=CC1=CC=CC=C1)C(\C=C\C)=O)C